COCOC=1C=C(C=CC1B1OC(C(O1)(C)C)(C)C)C=1C=NN(C1)C1OCCCC1 4-(3-(methoxymethoxy)-4-(4,4,5,5-tetramethyl-1,3,2-dioxaborolan-2-yl)phenyl)-1-(tetrahydro-2H-pyran-2-yl)-1H-pyrazole